N-{[1-(Pyrrolidin-1-ylmethyl)cyclobutyl]methyl}-4H,5H,6H,7H,8H,9H-cycloocta[b]thiophene-2-carboxamide N1(CCCC1)CC1(CCC1)CNC(=O)C1=CC2=C(S1)CCCCCC2